2-(tert-butyl) 7-ethyl 6-fluoro-3,4-dihydroisoquinoline-2,7(1H)-dicarboxylate FC=1C=C2CCN(CC2=CC1C(=O)OCC)C(=O)OC(C)(C)C